1,2-diiodooxy-3-(dimethylamino)acetoxypropane tert-butyl-(R)-2-(bromomethyl)morpholine-4-carboxylate C(C)(C)(C)OC(=O)N1C[C@@H](OCC1)CBr.IOCC(COC(CN(C)C)=O)OI